ClC1=C2C(=NN(C2=CC=C1)S(=O)(=O)C1=CC=C(C=C1)C)N1C2(CC2)CC(C1)(F)F 4-chloro-3-(6,6-difluoro-4-azaspiro[2.4]heptan-4-yl)-1-(p-tolyl-sulfonyl)indazole